C(#N)C=1C=C(C=CC1)C1C=2C(CCCC2NC=2CCCC(C12)=O)=O 9-(3-cyanophenyl)-3,4,6,7,9,10-hexahydro-1,8(2H,5H)-acridinedione